O=C1NC(CCC1NC(=O)C1=CC=C(C=2OCOC21)N2CCC(CC2)CO)=O N-(2,6-dioxopiperidine-3-yl)-7-(4-(hydroxymethyl)piperidin-1-yl)benzo[d][1,3]dioxolane-4-carboxamide